1,1-bis(4-hydroxyphenyl)-1-[4-{1-(4-hydroxyphenyl)-1-methyl-ethyl}phenyl]ethane OC1=CC=C(C=C1)C(C)(C1=CC=C(C=C1)C(C)(C)C1=CC=C(C=C1)O)C1=CC=C(C=C1)O